C(C(C)(C)C)(=O)OC(CC[C@@H]1N(COC1=O)C(=O)OC(C)(C)C)=O (S)-3-(3-(tert-butoxycarbonyl)-5-oxooxazolidin-4-yl)propionic acid pivalic anhydride